tert-butyl (S,E)-2-(3-ethoxy-3-oxoprop-1-en-1-yl)pyrrolidine-1-carboxylate C(C)OC(/C=C/[C@H]1N(CCC1)C(=O)OC(C)(C)C)=O